FC1=CC=C2C(=NNC(C2=C1)=O)CC=1C=NC=C(C1)N1C(C(C2=CC=C(C=C12)F)(C)O)=O 7-fluoro-4-((5-(6-fluoro-3-hydroxy-3-methyl-2-oxoindolin-1-yl)pyridin-3-yl)methyl)phthalazin-1(2H)-one